ClC=1C=C(CN(C(CN2C=NC3=CC=C(C=C3C2=O)C2CCN(CC2)C([C@@H](C)OC)=O)=O)C)C=CC1Cl (R)-N-(3,4-dichlorobenzyl)-2-(6-(1-(2-methoxypropanoyl)piperidin-4-yl)-4-oxoquinazolin-3(4H)-yl)-N-methylacetamide